(E)-4-allyl-2-(4-methoxybenzylimino)-6-(2-methylbenzofuran-5-yl)phenol C(C=C)C1=C\C(\C(C(=C1)C=1C=CC2=C(C=C(O2)C)C1)O)=N/CC1=CC=C(C=C1)OC